(S)-2-amino-3-(4-(4-((R)-1-(4-chloro-2-(5,6-dihydro-2H-pyran-3-yl)phenyl)-2,2,2-trifluoroethoxy)thieno[3,2-d]pyrimidine-7-yl)phenyl)propionic acid N[C@H](C(=O)O)CC1=CC=C(C=C1)C1=CSC2=C1N=CN=C2O[C@@H](C(F)(F)F)C2=C(C=C(C=C2)Cl)C=2COCCC2